P(SCC(C)C)(OCC(C)C)[O-] diisobutyl thiophosphite